4-(3-chlorophenyl)-1,3-diphenyl-pyrimidine Di-methyl-tert-butyl-decane-8-carboxylate CC(CCCCCCC(CC)C(=O)O)(C(C)(C)C)C.ClC=1C=C(C=CC1)C1N(CN(C=C1)C1=CC=CC=C1)C1=CC=CC=C1